CN1[C@@H](CCC1)C(=O)[O-] Methyl-L-prolinate